ClC=1C=C(C(N(C1)C1CCOCC1)=C=O)NC=1C=C(C=2N(N1)C(=CN2)C(=O)N[C@H]2[C@H](C2)F)NC([2H])([2H])[2H] 6-((5-chloro-2-carbonyl-1-(tetrahydro-2H-pyran-4-yl)-1,2-dihydropyridin-3-yl)amino)-N-((1R,2S)-2-fluorocyclopropyl)-8-((methyl-d3)amino)imidazo[1,2-b]pyridazine-3-carboxamide